N-(4,6-diamino-2-(1-(2-fluorobenzyl)-1H-pyrazolo[3,4-c]pyridazin-3-yl)pyrimidin-5-yl)-1-(trifluoromethyl)cyclopropane-1-carboxamide NC1=NC(=NC(=C1NC(=O)C1(CC1)C(F)(F)F)N)C1=NN(C2=NN=CC=C21)CC2=C(C=CC=C2)F